4-(2-(4-Chloro-3-hydroxy-2-oxoindolin-3-yl)acetamido)tetrahydro-2H-pyran-4-carboxylic acid ClC1=C2C(C(NC2=CC=C1)=O)(O)CC(=O)NC1(CCOCC1)C(=O)O